methyl 2-({4-[(2S)-2-(4-chloro-2-fluorophenyl)-2-methyl-1,3-benzodioxol-4-yl] piperidin-1-yl} methyl)-1-methyl-1H-benzimidazole-6-carboxylate ClC1=CC(=C(C=C1)[C@@]1(OC2=C(O1)C=CC=C2C2CCN(CC2)CC2=NC1=C(N2C)C=C(C=C1)C(=O)OC)C)F